(R)-4-(5-chloro-2-methoxyphenyl)-6-methyl-N-(5-((5-(S-methylsulfonimidoyl)pyridin-2-yl)methoxy)-1,3,4-thiadiazol-2-yl)nicotinamide ClC=1C=CC(=C(C1)C1=CC(=NC=C1C(=O)NC=1SC(=NN1)OCC1=NC=C(C=C1)[S@@](=O)(=N)C)C)OC